ClC=1N(N=C2C=CC(=C(C12)Cl)C=O)C 3,4-dichloro-2-methyl-2H-indazole-5-carbaldehyde